para-hydroxyphenylborate-pinacol OC(C)(C)C(C)(C)O.OC1=CC=C(C=C1)OB(O)O